6-acetyl-N-[4-(difluoromethoxy)phenyl]-3-oxo-2-[2-(2,2,2-trifluoroethoxy)phenyl]-2,3-dihydropyridazine-4-carboxamide C(C)(=O)C=1C=C(C(N(N1)C1=C(C=CC=C1)OCC(F)(F)F)=O)C(=O)NC1=CC=C(C=C1)OC(F)F